2-chloro-9-ethyl-6,8-bis(4-pyridinyl)purine ClC1=NC(=C2N=C(N(C2=N1)CC)C1=CC=NC=C1)C1=CC=NC=C1